(S)-5-fluoro-3-((R)-5-isopropyl-3-(isoquinolin-1-yl)-4,5-dihydroisoOxazole-5-carboxamido)-4-oxopentanoic acid methyl ester COC(C[C@@H](C(CF)=O)NC(=O)[C@@]1(CC(=NO1)C1=NC=CC2=CC=CC=C12)C(C)C)=O